2,2,2-trifluoro-N-[4-fluoro-3-({2-[(1-methyl-1H-pyrazol-4-yl)amino]-5-(2-phenylethynyl)pyrimidin-4-yl}amino)phenyl]acetamide FC(C(=O)NC1=CC(=C(C=C1)F)NC1=NC(=NC=C1C#CC1=CC=CC=C1)NC=1C=NN(C1)C)(F)F